O.O.O.O.O.[Sn](Cl)Cl Tin dichloride pentahydrate